NC1CC(CC(C1)(C)CN)(C)C 5-Amino-(1-aminomethyl)-1,3,3-trimethylcyclohexan